C1(=CC=CC=C1)[I+]C1=C(C=CC=C1)C1=CC(=CC=C1)C(C)C Phenyl-(3-isopropylphenyl-phenyl)iodonium